7-chloro-4-ethyl-1,6-naphthyridin-5-ol ClC=1N=C(C=2C(=CC=NC2C1)CC)O